dodecylsulfoethyl-amine C(CCCCCCCCCCC)NCCS(=O)(=O)O